ClC=1C(=NC(=NC1)C12CCC(CC2C1)OC[C@@H]1N([C@@H](C[C@@H]1NS(=O)(=O)C)C)C(=O)OC)C(F)(F)F methyl (2R,3S,5R)-2-(((6-(5-chloro-4-(trifluoromethyl)pyrimidin-2-yl)bicyclo[4.1.0]heptan-3-yl)oxy)methyl)-5-methyl-3-(methylsulfonamido)pyrrolidine-1-carboxylate